methyl 3-[bis(tert-butoxycarbonyl)amino]-6-pent-4-enoyl-5-(trifluoromethyl)pyridine-2-carboxylate C(C)(C)(C)OC(=O)N(C=1C(=NC(=C(C1)C(F)(F)F)C(CCC=C)=O)C(=O)OC)C(=O)OC(C)(C)C